4-(4,4,5,5-tetramethyl-1,3,2-dioxaborolane-2-yl)-1-(trifluoromethyl)-1H-pyrazole CC1(OB(OC1(C)C)C=1C=NN(C1)C(F)(F)F)C